nitryl-pyrophosphoric acid [N+](=O)([O-])OP(=O)(O)OP(=O)(O)O